FC=1C=C(OCC2CO2)C=CC1 2-[(3-fluorophenoxy)methyl] ethylene oxide